Cl.C1(=CC=CC=C1)C12CC(C1)(C2)N 3-phenylbicyclo[1.1.1]pentan-1-amine hydrochloride